CN1C=NC(=C1)C1=NN=C(O1)C(=O)N1[C@@H](C2=C(CC1)NC=N2)C2=NN1C(C(=CC=C1)C(F)(F)F)=C2 (S)-(5-(1-methyl-1H-imidazol-4-yl)-1,3,4-oxadiazol-2-yl)(4-(4-(trifluoromethyl)pyrazolo[1,5-a]pyridin-2-yl)-6,7-dihydro-1H-imidazo[4,5-c]pyridin-5(4H)-yl)methanone